CC1(CC1)S(=O)(=O)N1CCC(CC1)N 1-((1-methylcyclopropyl)sulfonyl)piperidin-4-amine